NC=1C=C(C(C(=O)[O-])=CC1)O p-aminosalicylat